NC=1C=C2OC3=C(C(C=CC3=NC2=CC1)=O)O 7-amino-4-Hydroxy-3-phenoxazinone